N6-{N-[(1r,4S)-4-(aminomethyl)cyclohexane-1-carbonyl]-L-tyrosyl}-N2-{[(1S)-1,3-dicarboxypropyl]carbamoyl}-L-lysine NCC1CCC(CC1)C(=O)N[C@@H](CC1=CC=C(C=C1)O)C(=O)NCCCC[C@H](NC(N[C@@H](CCC(=O)O)C(=O)O)=O)C(=O)O